lauric acid triphosphate OP(O)(=O)OP(=O)(O)OP(=O)(O)O.C(CCCCCCCCCCC)(=O)O